[Li+].[Fe-3](C#N)(C#N)(C#N)(C#N)(C#N)C#N.[Li+].[Li+] ferricyanide Lithium